tetraphen C1=CC=CC2=CC=C3C=C4C=CC=CC4=CC3=C12